N-Tetralin-1-ylbenzofuro[3,2-d]pyrimidin-4-amine C1(CCCC2=CC=CC=C12)NC=1C2=C(N=CN1)C1=C(O2)C=CC=C1